C(C)(C)(C)OC(=O)C=1NC=CC1N1CC=2C=CC(=NC2CC1)Cl 3-(2-chloro-7,8-dihydro-1,6-naphthyridin-6(5H)-yl)pyrrolecarboxylic acid tert-butyl ester